COC1=C(C=C(C(=C1)N1CCOCC1)[N+](=O)[O-])NC=1NC(C(=CN1)C(=O)OC(C)C)=O isopropyl 2-((2-methoxy-4-morpholino-5-nitrophenyl) amino)-6-oxo-1,6-dihydropyrimidine-5-carboxylate